[Sn](Cl)(Cl)(Cl)Cl.CC([O-])C.[Ti+4].CC([O-])C.CC([O-])C.CC([O-])C Titanium(IV) isopropoxide Tin(IV) chloride